C(C=C)(=O)N1CCN(CC1)C1=C(N=C2N1CCN(C2)C2=C1C=NN(C1=CC=C2)COCC[Si](C)(C)C)C#N 3-(4-acryloylpiperazin-1-yl)-7-(1-((2-(trimethylsilyl)ethoxy)methyl)-1H-indazol-4-yl)-5,6,7,8-tetrahydroimidazo[1,2-a]pyrazine-2-carbonitrile